3-(2-(tert-butoxycarbonylamino)ethoxy)propionic acid C(C)(C)(C)OC(=O)NCCOCCC(=O)O